tert-butyl 3-((3-(4-(4-amino-3-(4-phenoxyphenyl)-1H-pyrazolo[3,4-d]pyrimidin-1-yl)piperidin-1-yl)azetidin-1-yl)methyl)-3-fluoroazetidine-1-carboxylate NC1=C2C(=NC=N1)N(N=C2C2=CC=C(C=C2)OC2=CC=CC=C2)C2CCN(CC2)C2CN(C2)CC2(CN(C2)C(=O)OC(C)(C)C)F